O-methyl-phenol COC1=CC=CC=C1